4-(3-chloro-4-fluoroanilino)-7-methoxy-6-aminoquinazolin ClC=1C=C(NC2=NC=NC3=CC(=C(C=C23)N)OC)C=CC1F